FC=1C=C2C(=CNC(C2=CC1F)=O)[C@H](C)N(C(=O)NCC1=CC(=C(C=C1)F)F)C (S)-1-(1-(6,7-difluoro-1-oxo-1,2-dihydroisoquinolin-4-yl)ethyl)-3-(3,4-difluorobenzyl)-1-methylurea